1,2,3-tributyl-imidazolium chloride [Cl-].C(CCC)N1C(=[N+](C=C1)CCCC)CCCC